[Br-].FC(CC[Zn+])F (3,3-difluoro-propyl)zinc (II) bromide